OC1=C(C2=C(NN=N2)C=C1)C1=CC=CC=C1 hydroxy-phenylbenzotriazol